imidazo[1,5-a]pyridine-5-carboxylic acid C=1N=CN2C1C=CC=C2C(=O)O